FC=1C=C(C=CC1F)[C@H]1N(OCC1)C(=O)C1CC(C1)NC1=CC(=NC=N1)C#N 6-((3-((S)-3-(3,4-difluorophenyl)isoxazolidine-2-carbonyl)cyclobutyl)amino)pyrimidine-4-carbonitrile